C(C)(C)C1CC2=C(C=CO2)C(C1)=O 6-isopropyl-6,7-dihydrobenzofuran-4(5H)-one